15-((2-(2-azidoethoxy)ethoxy)methyl)-15-methyl-2,5,7,10,13,17-hexaoxanonadecan-19-al N(=[N+]=[N-])CCOCCOCC(COCCOCCOCOCCOC)(COCC=O)C